C(CCCCCCCCCC(=O)O)(=O)O.OC1=CC=2C3(C)C(C)C(CC2C=C1)N(CC=C(C)C)CC3 pentazocine undecanedioate